CN1C(=NC(=C1)C(F)(F)F)C1=CC=C(C=C1)C(C)(O)C1=CN(C2=C1N=C(N=C2)C=2C(=NC=CC2)OCC(F)(F)F)COCC[Si](C)(C)C 1-[4-[1-methyl-4-(trifluoromethyl)imidazol-2-yl]phenyl]-1-[2-[2-(2,2,2-trifluoroethoxy)-3-pyridyl]-5-(2-trimethylsilylethoxymethyl)pyrrolo[3,2-d]pyrimidin-7-yl]ethanol